FC1=C(C=CC(=C1NC=1C2=C(N=CN1)SC(=N2)S(=O)(=O)C)F)NS(=O)(=O)C2=C(C(=CC=C2)F)C N-[2,4-difluoro-3-[(2-methylsulfonylthiazolo[5,4-d]pyrimidin-7-yl)amino]phenyl]-3-fluoro-2-methyl-benzenesulfonamide